2,4-dicyano-3-isobutyl-glutaramide C(#N)C(C(=O)N)C(C(C(=O)N)C#N)CC(C)C